1-octyl-3-propyl-triethoxysilane chloride [Cl-].C(CCCCCCC)CCC[Si](OCC)(OCC)OCC